C(C)C(CN1C(C=2C(C1=O)=CSC2)=O)CCCC 5-(2-ethylhexyl)-5,6-dihydro-4,6-dioxo-4H-thieno[3,4-c]pyrrole